Cl.CN(CCCOC1=NC=C(C=C1NS(=O)(=O)C=1C=NC(=CC1)C)C1=CC=2C3=C(C=NC2C=C1)N(C(C31CCC1)=O)C)C N-(2-(3-(Dimethylamino)propoxy)-5-(3'-methyl-2'-oxo-2',3'-dihydrospiro[cyclobutane-1,1'-pyrrolo[2,3-c]quinolin]-8'-yl)pyridin-3-yl)-6-methylpyridine-3-sulfonamide hydrochloride